C(N)(O)=O.N[C@H]1CN(CC1)C(=O)OC(C)(C)C tert-butyl (3R)-3-aminopyrrolidine-1-carboxylate carbamate